4-FLUOROBENZYLBORONIC ACID FC1=CC=C(CB(O)O)C=C1